6-bromo-1,2-dihydropyridin-2-one BrC1=CC=CC(N1)=O